3-(azido(phenyl)methyl)-5-(4-chlorophenyl)-2-methylfuran N(=[N+]=[N-])C(C1=C(OC(=C1)C1=CC=C(C=C1)Cl)C)C1=CC=CC=C1